CC(C(C(=O)O)=O)C1=CC=CC=C1.C1(=CC=CC=C1)CC(C(=O)OC)=O methyl 3-phenyl-2-ketopropanoate (methyl phenylpyruvate)